FC(CCC(=O)N1CC2(CC2)C[C@H]1C(=O)N[C@@H](C[C@H]1C(NCC1)=O)C(COC(F)(F)F)=O)(C)F (S)-5-(4,4-difluoropentanoyl)-N-((S)-3-oxo-1-((S)-2-oxopyrrolidin-3-yl)-4-(trifluoromethoxy)butan-2-yl)-5-azaspiro[2.4]heptane-6-carboxamide